(5-bromo-6-chloropyridin-3-yl)(piperidin-1-yl)methanone BrC=1C=C(C=NC1Cl)C(=O)N1CCCCC1